1,4-bis(tert-butylaminodimethylsilyltrimethylcyclopentadienyl)benzene C(C)(C)(C)N[Si](C)(C)C=1C(=C(C(C1)(C1=CC=C(C=C1)C1(C(=C(C(=C1)[Si](C)(C)NC(C)(C)C)C)C)C)C)C)C